COC1=CC=NN1 5-methoxy-1H-pyrazol